C(C)(C)(C)OC(CC(C1CC1)C1=CC(=C(C=C1)Cl)NC([C@@H]([C@H](C(F)(F)F)C)C1=CC=C(C=C1)Cl)=O)=O.COCOCCC(C)(O)C 1-(methoxymethoxy)-3-methyl-3-hydroxybutane tert-Butyl-3-(4-chloro-3-{[(2S,3R)-2-(4-chlorophenyl)-4,4,4-trifluoro-3-methylbutanoyl]amino}-phenyl)-3-cyclopropylpropanoate